((Benzyloxy)methyl)-4-ethyl-1-(7-fluoro-4-isopropyl-2-(o-tolyl)-1,2,3,4-tetrahydroquinolin-6-yl)-1H-1,2,4-triazol-5(4H)-one C(C1=CC=CC=C1)OCC1=NN(C(N1CC)=O)C=1C=C2C(CC(NC2=CC1F)C1=C(C=CC=C1)C)C(C)C